butyroyl-sn-glycerol C(CCC)(=O)C(O)[C@@H](O)CO